C1NCC12CC(C2)CC2=CC=C(C=C2)S(C(F)(F)F)(=O)=N [4-(2-azaspiro[3.3]-heptan-6-ylmethyl)-phenyl]-imino-oxo-(trifluoromethyl)-λ6-sulfane